1-(3-methylbut-2-en-1-yl)-1H-pyrazole-5-carboxamide CC(=CCN1N=CC=C1C(=O)N)C